Ethyl 2-[5-(2-aminopyridin-4-yl)-4-(4-fluorophenyl)-1H-imidazol-1-yl]Acetate NC1=NC=CC(=C1)C1=C(N=CN1CC(=O)OCC)C1=CC=C(C=C1)F